5-butylbenzotriazole C(CCC)C1=CC2=C(NN=N2)C=C1